ClC=1C=C2C(=NC(=NC2=C(C1C1=CC(=CC2=CC=CC=C12)O)F)N1CC(C1)N(C)C)N1CCN(CC1)C(C=C)=O 1-(4-(6-chloro-2-(3-(dimethyl-amino)azetidin-1-yl)-8-fluoro-7-(3-hydroxy-naphthalen-1-yl)quinazolin-4-yl)piperazin-1-yl)prop-2-en-1-one